pentafluoro-n-butanol FC(C(C(O)(F)F)(F)F)C